NC=1N=NC(=CC1N1C[C@@H](OCC1)C1=C(C(=C(C(=O)OCC)C=C1)C)C)C1=C(C=CC=C1)O Ethyl (S)-4-(4-(3-amino-6-(2-hydroxyphenyl)pyridazin-4-yl)morpholin-2-yl)-2,3-dimethylbenzoate